C1(CC1)C1=NN(C=C1C1=NC=C(C=C1)N1CCNCC1)[C@@H]1C[C@H](C1)CNC=1C=C2C(N(C(C2=CC1)=O)C1C(NC(CC1)=O)=O)=O 5-(((trans-3-(3-cyclopropyl-4-(5-(piperazin-1-yl)pyridin-2-yl)-1H-pyrazol-1-yl)cyclobutyl)methyl)amino)-2-(2,6-dioxopiperidin-3-yl)isoindoline-1,3-dione